N1C=C(C2=CC=CC=C12)CC(C)NC12CC(C1)(C2)C(F)(F)F N-(1-(1H-indol-3-yl)propan-2-yl)-3-(trifluoromethyl)bicyclo[1.1.1]Pentan-1-amine